(5-(((4-methoxybenzyl)oxy)methyl)-2,2-dimethyl-1,3-dioxan-5-yl)methanol COC1=CC=C(COCC2(COC(OC2)(C)C)CO)C=C1